ethyl 2-amino-4-chloro-thieno[2,3-d]pyrimidine-6-carboxylate NC=1N=C(C2=C(N1)SC(=C2)C(=O)OCC)Cl